(1R,2R)-2-(5-amino-1,3,4-thiadiazol-2-yl)cyclopropane-1-carbonitrile NC1=NN=C(S1)[C@H]1[C@@H](C1)C#N